C(C)(C)C1CCC(CC1)(O)C=C trans-4-isopropyl-1-vinyl-cyclohexan-1-ol